S(N)(=O)(=O)C=1C=NC2=CC=C(C=C2C1NC1=C(C(=O)O)C=CC=C1)OC(F)(F)F 2-[[3-sulfamoyl-6-(trifluoromethoxy)-4-quinolyl]amino]benzoic acid